C(CCCCCCCCCCCCCCC)(=O)[O-].C(CCCCCCCCCCCCCCC)(=O)[O-].P(=O)(O)(O)C(O)(C[N+](C)(C)C)P(=O)(O)O.P(=O)(O)(O)C(O)(C[N+](C)(C)C)P(=O)(O)O diphosphonocholine dipalmitate